2-(4,4-difluoropiperidin-1-yl)-6-(trifluoromethyl)pyridine FC1(CCN(CC1)C1=NC(=CC=C1)C(F)(F)F)F